CC1=NN2C(N(CC(C2)C(=O)N)C2=CC=C(C=C2)C(F)(F)F)=C1 methyl-4-(4-(trifluoromethyl)phenyl)-4,5,6,7-tetrahydropyrazolo[1,5-a]pyrimidine-6-carboxamide